(E)-2-phenyl-4,5-dihydro-1H-imidazol-5-one C1(=CC=CC=C1)C=1NC(CN1)=O